CC(CC)C=1N(C=C2C1[C@]1(N(C2=O)C2=C(C=CC(=C2)Cl)F)C(NC2=CC(=CC=C21)Cl)=O)C=2C(=NC(=NC2)OC)OC (3S)-6'-(butan-2-yl)-6-chloro-2'-(5-chloro-2-fluorophenyl)-5'-(2,4-dimethoxypyrimidin-5-yl)-1,2,3',5'-tetrahydro-2'H-spiro[indole-3,1'-pyrrolo[3,4-c]pyrrole]-2,3'-dione